C1(CC(CCCCCCC1)C(=O)O)C(=O)O cyclodecane-1,3-dicarboxylic acid